methyl 3-(4-cyano-3-fluoro-2-methyl-anilino)-3-oxo-propanoate C(#N)C1=C(C(=C(NC(CC(=O)OC)=O)C=C1)C)F